OC(=O)C(F)(F)F.ONC(C1=CC=C(C=C1)OCCCNC1C(C1)C1=CC=CC=C1)=O N-hydroxy-4-(3-((2-phenylcyclopropyl)amino)propoxy)benzamide TFA Salt